CSC=1SC2=C(N1)C=C(C=C2)C(=O)OC Methyl 2-methylsulfanyl-1,3-benzothiazole-5-carboxylate